1,1,1,3,3,3-hexafluoropropan-2-yl 1,8-diazaspiro[4.5]decane-8-carboxylate N1CCCC12CCN(CC2)C(=O)OC(C(F)(F)F)C(F)(F)F